N-(4'-amino-5-((difluoromethoxy)methyl)-[2,3'-bipyridin]-6'-yl)acetamide hydrochloride Cl.NC1=C(C=NC(=C1)NC(C)=O)C1=NC=C(C=C1)COC(F)F